CC1=C(C2=C(N=CN=C2NC2(CC2)C)O1)C(=O)N1CC=2C=CC=C(C2CC1)O 2-{6-methyl-4-[(1-methylcyclopropyl)amino]furo[2,3-d]pyrimidine-5-carbonyl}-1,2,3,4-tetrahydroisoquinolin-5-ol